C12CC3CC(CC1C3)C2 Tricyclo[3.2.1.13,7]nonan